C(C)(C)C1=C(C(=CC=C1)C(C)C)N1C(C=2C=CC3=C4C2C(C1=O)=CC=C4C=4C=1C2=C(C(N(C(C2=CC4)=O)C4=C(C=CC=C4C(C)C)C(C)C)=O)C=CC31)=O 2,9-bis(2,6-diisopropylphenyl)anthra[2,1,9-def:6,5,10-d'e'f']diisoquinoline-1,3,8,10(2H,9H)-tetraone